C(C)OC(=O)C1=C(NC(=C(C1=O)N(C)C)C)C=1C(=NC2=CC=CC=C2C1)OC1=C(C(=C(C=C1)F)F)C 2-[2-(3,4-Difluoro-2-methyl-phenoxy)-3-quinolinyl]-5-(dimethylamino)-6-methyl-4-oxo-1H-pyridine-3-carboxylic acid ethyl ester